BrC1=CC=C(C[C@H]2CO[C@H](CN2C2CCC(CC2)C2=NN(C(=N2)C)C)C(=O)OC)C=C1 methyl (2R,5s)-5-(4-bromobenzyl)-4-(4-(1,5-dimethyl-1H-1,2,4-triazol-3-yl)cyclohexyl)morpholine-2-carboxylate